2-amino-2-(1-nonyl-1H-1,2,3-triazol-4-yl)-1,3-propanediol hydrochloride Cl.NC(CO)(CO)C=1N=NN(C1)CCCCCCCCC